C(N)(OC1=CC=C(C=C1)C(NCCN1N=CC(=C1)C1=CC=C(C=C1)N[C@@H]1C[C@@H](N(C2=CC=CC=C12)C(CC)=O)C)=O)=O (4-((2-(4-(4-(((2S,4R)-2-methyl-1-propionyl-1,2,3,4-tetrahydroquinolin-4-yl) amino) phenyl)-1H-pyrazol-1-yl) ethyl) carbamoyl) phenyl) carbamate